C12(C(CC(CC1)C2)C(=O)O)C(=O)O norbornandicarboxylic acid